triethoxytrimethylolpropane acrylate C(C=C)(=O)O.C(C)OC(CC(CO)(CO)CO)(OCC)OCC